4-[[3-[1-(cyanomethyl)-3-(trifluoromethyl)pyrazol-4-yl]imidazo[1,2-a]pyrazin-8-yl]amino]-2-ethyl-N-[(1R)-1-methyl-2-oxo-2-piperazin-1-yl-ethyl]benzamide C(#N)CN1N=C(C(=C1)C1=CN=C2N1C=CN=C2NC2=CC(=C(C(=O)N[C@@H](C(N1CCNCC1)=O)C)C=C2)CC)C(F)(F)F